2-(4-{bis[(tert-butoxy)carbonyl]amino}-7-methyl-5-[4-(pyrrolidine-1-carbonyl)phenyl]-7H-pyrrolo[2,3-d]pyrimidin-6-yl)cyclopropane-1-carboxylate C(C)(C)(C)OC(=O)N(C=1C2=C(N=CN1)N(C(=C2C2=CC=C(C=C2)C(=O)N2CCCC2)C2C(C2)C(=O)[O-])C)C(=O)OC(C)(C)C